Vinyloxysilane C(=C)O[SiH3]